2-[[[6,7-dichloro-3-(1H-pyrazol-4-yl)-1H-indol-4-yl]amino]methyl]propane-1,3-diol ClC1=CC(=C2C(=CNC2=C1Cl)C=1C=NNC1)NCC(CO)CO